ClC1=C2C(=NC=C1C=1C=C(C#N)C=C(C1)N1C(NCCC1)=O)NC=C2C2CC2 3-(4-chloro-3-cyclopropyl-1H-pyrrolo[2,3-b]pyridin-5-yl)-5-(2-oxotetrahydropyrimidin-1(2H)-yl)benzonitrile